OCCN1[C@H]2[C@H](CC[C@@H]1CC2)NC2=CC=C(N=N2)C2=C(C=C(C=C2C)C(F)(F)F)O 2-(6-(((1r,2s,5r)-8-(2-hydroxyethyl)-8-azabicyclo[3.2.1]oct-2-yl)amino)pyridazin-3-yl)-3-methyl-5-(trifluoromethyl)phenol